N[C@@H](CN1C(C=2C=C3C(=NC2CC1)N(C(=N3)C=3N(C1=C(C=CC=C1C3)OCC(C3=CN=CO3)O)CC3CC3)C)=O)CF 7-((S)-2-amino-3-fluoropropyl)-2-(1-(cyclopropylmethyl)-7-(2-hydroxy-2-(oxazol-5-yl)ethoxy)-1H-indol-2-yl)-3-methyl-3,5,6,7-tetrahydro-8H-imidazo[4,5-b][1,6]naphthyridin-8-one